C1(=CCCC1)C1=C(C=CC(=C1)C1CCN(CC1)CC)NC(=O)C1=NOC(=C1)C N-(2-(Cyclopent-1-en-1-yl)-4-(1-ethylpiperidin-4-yl)phenyl)-5-methylisoxazole-3-carboxamide